2'-(3-aminopyrrolidin-1-yl)-6'-(4-(2-fluoro-6-methoxyphenyl)-1-oxo-1,3-dihydro-2H-pyrrolo[3,4-c]pyridin-2-yl)-[3,3'-bipyridine]-4-carbonitrile NC1CN(CC1)C1=NC(=CC=C1C=1C=NC=CC1C#N)N1CC=2C(=NC=CC2C1=O)C1=C(C=CC=C1OC)F